N=1C=NN2C1C=CC(=C2)C2CCN(CC2)C(=O)OC(C)(C)C tert-butyl 4-([1,2,4]triazolo[1,5-a]pyridin-6-yl)piperidine-1-carboxylate